C(C)(=O)[C@H]1[C@@H](C1)C1=CC=C(C=C1)S(=O)(=O)N 4-[(1R,2R)-2-Acetylcyclopropyl]benzenesulfonamide